FC=1C=C(OCCCC2CCN(CC2)C(=O)OC2(COC2)C(F)(F)F)C=CC1CC(=O)OC 3-(trifluoromethyl)oxetan-3-yl 4-(3-(3-fluoro-4-(2-methoxy-2-oxoethyl)phenoxy)propyl)piperidine-1-carboxylate